4-(((2S,6R)-6-(6-(2-Cyanoethoxy)-2-isobutyramido-9H-purin-9-yl)-4-tritylmorpholin-2-yl)methoxy)-4-oxobutanoic acid C(#N)CCOC1=C2N=CN(C2=NC(=N1)NC(C(C)C)=O)[C@@H]1O[C@@H](CN(C1)C(C1=CC=CC=C1)(C1=CC=CC=C1)C1=CC=CC=C1)COC(CCC(=O)O)=O